NCCC(=O)NCCN(C)C 3-amino-N-(2-dimethylaminoethyl)propionamide